2-methyl-6-(4-{[(3R)-1-methylpiperidin-3-yl]amino}phthalazin-1-yl)phenol CC1=C(C(=CC=C1)C1=NN=C(C2=CC=CC=C12)N[C@H]1CN(CCC1)C)O